BrC=1C=C2C(C(N(C(C2=CC1)=O)CC1=CC(=C(C=C1)Cl)Cl)(C)C)C(=O)O 6-bromo-2-(3,4-dichlorobenzyl)-3,3-dimethyl-1-oxo-1,2,3,4-tetrahydroisoquinoline-4-carboxylic acid